ethyl (Z)-3-(4,4,5,5-tetramethyl-1,3,2-dioxaborolan-2-yl)but-2-enoate CC1(OB(OC1(C)C)/C(=C/C(=O)OCC)/C)C